[Se]1C2=C(C=C1B(O)O)C=CC=C2 benzo[b]selenophen-2-ylboronic acid